FC1=CC=C(C=C1)C(C(C(C(=O)NC1=CC=CC=C1)C(C(C)C)=O)C1=CC=CC=C1)=O 4-(4-fluorophenyl)-2-(2-methylpropanoyl)-3-phenyl-4-oxo-N-phenylbutyramide